4-[4-[[rac-(2R)-tetrahydrofuran-2-yl]methylamino]pyrido[3,4-d]pyridazin-1-yl]benzonitrile O1[C@H](CCC1)CNC=1N=NC(=C2C1C=NC=C2)C2=CC=C(C#N)C=C2 |r|